1-allyl-2-(2,4-dichlorophenyl)-1H-benzo[d]imidazole C(C=C)N1C(=NC2=C1C=CC=C2)C2=C(C=C(C=C2)Cl)Cl